3-ethyl-2-(3-fluoro-4-isobutyrylphenyl)imidazo[1,2-a]Pyridine-7-carboxylic acid methyl ester COC(=O)C1=CC=2N(C=C1)C(=C(N2)C2=CC(=C(C=C2)C(C(C)C)=O)F)CC